N-(2-(4-(4-cyclopropylpiperazine-1-yl)piperidine-1-yl)-4-methoxy-5-((6-((R)-3-(2,3,6-trifluorophenyl)-isoxazolidine-2-yl)pyrimidine-4-yl)amino)phenyl)acrylamide C1(CC1)N1CCN(CC1)C1CCN(CC1)C1=C(C=C(C(=C1)OC)NC1=NC=NC(=C1)N1OCC[C@@H]1C1=C(C(=CC=C1F)F)F)NC(C=C)=O